BrC1=C(N=C2N(C1=O)C=CS2)N[C@H]2CN(C[C@H](C2)C2=CC=C(C=C2)OC)C 6-bromo-7-[[(3R,5R)-5-(4-methoxyphenyl)-1-methyl-3-piperidyl]amino]thiazolo[3,2-a]pyrimidin-5-one